NC(CC(=O)O)C=1C=NC=CC1 3-amino-3-(3-pyridinyl)-propionic acid